3-(4-((5-chloro-4-(((1R,3S)-3-(methylamino)cyclopentyl)methoxy)pyrimidin-2-yl)amino)-3-methyl-1H-pyrazol-1-yl)cyclobutane ClC=1C(=NC(=NC1)NC=1C(=NN(C1)C1CCC1)C)OC[C@H]1C[C@H](CC1)NC